(RS)-1-[5-(1,2-dihydroxy-ethyl)-6-(4-fluoro-benzyl)-3,3-dimethyl-pyrrolo[3,2-B]pyridin-1-yl]-ethanone O[C@@H](CO)C1=C(C=C2C(=N1)C(CN2C(C)=O)(C)C)CC2=CC=C(C=C2)F |r|